C(C)(C)(C)OC(N(C)CCCCCCBr)=O (6-bromohexyl)(methyl)carbamic acid tert-butyl ester